2-[4-(cyclopropanecarbonyl)phenyl]-2-methyl-propionamide C1(CC1)C(=O)C1=CC=C(C=C1)C(C(=O)N)(C)C